FC=1C=C(C=C(C1CN1C(NC=2C=NC3=C4C(=CC=C3C21)OCO4)=O)F)P(O)(O)=O (3,5-difluoro-4-((7-oxo-6,7-dihydro-8H-[1,3]dioxolo[4,5-h]imidazo[4,5-c]quinolin-8-yl)methyl)phenyl)phosphonic acid